5-(1-ethyldecahydronaphthalen-1-yloxycarbonyl)-7-oxo-bicyclo[2.2.1]Hept-2-ene C(C)C1(CCCC2CCCCC12)OC(=O)C1C2C=CC(C1)C2=O